C(\C=C\C1=CC=C(C=C1)O)(=O)O.C(\C=C\C1=CC=C(C=C1)O)(=O)O coumaric acid (coumarate)